aluminum lithium sodium potassium [K].[Na].[Li].[Al]